COC1=NC=C(C=C1C(=O)N)NC(C(=O)N1[C@H](CC[C@H](C1)C)C1=CC=CC=C1)=O methoxy-5-[[2-[(2R,5R)-5-methyl-2-phenyl-1-piperidyl]-2-oxo-acetyl]amino]pyridine-3-carboxamide